The molecule is a monocarboxylic acid that is butyric acid in which one of the hydrogens at position 4 is replaced by a 2,4-dichlorophenoxy group. A selective post-emergence herbicide. It has a role as an agrochemical, a synthetic auxin and a phenoxy herbicide. It is an organochlorine compound, a monocarboxylic acid and an aromatic ether. It is a conjugate acid of a 4-(2,4-dichlorophenoxy)butanoate. C1=CC(=C(C=C1Cl)Cl)OCCCC(=O)O